C(CCCCCN=C=O)N=C=O HEXAMETHYLENDIISOCYANAT